(S)-4-((1-(8-(4-(hydroxymethyl)phenyl)-1-oxo-2-phenyl-1,2-dihydroisoquinolin-3-yl)ethyl)amino)pyrido[2,3-d]pyrimidin-5(8H)-one OCC1=CC=C(C=C1)C=1C=CC=C2C=C(N(C(C12)=O)C1=CC=CC=C1)[C@H](C)NC=1C2=C(N=CN1)NC=CC2=O